N[C@@](C(=O)O)(CCCCC#C)C (R)-2-amino-2-methyloct-7-ynoic acid